1-phenyl-2,2,2-trifluoroethyl α-chloroacrylate ClC(C(=O)OC(C(F)(F)F)C1=CC=CC=C1)=C